NCC[C@@H](C)C1=C(C=C(C=C1)NC1=NC=2N(C(=C1)NC1CC1)N=CC2)CS(=O)(=O)C (R,S)-5-((4-(4-Aminobutan-2-yl)-3-((methylsulfonyl)methyl)phenyl)amino)-7-(cyclopropylamino)pyrazolo[1,5-a]pyrimidin